1-(3-(4-amino-3-(4-cyclohexyl-phenyl)-1H-pyrazolo[3,4-d]pyrimidin-1-yl)pyrrolidin-1-yl)prop-2-en-1-one NC1=C2C(=NC=N1)N(N=C2C2=CC=C(C=C2)C2CCCCC2)C2CN(CC2)C(C=C)=O